C(C)C1=CNC2=NC=C(C=C21)C=2C=CC(=C(C2)P(C)(C)=O)CF (5-(3-Ethyl-1H-pyrrolo[2,3-b]pyridin-5-yl)-2-(fluoromethyl)phenyl)dimethylphosphine oxide